Methyl 3-(pyrimidin-5-yl)-4,5-dihydro-1H-benzo[g]indole-2-carboxylate N1=CN=CC(=C1)C1=C(NC=2C3=C(CCC12)C=CC=C3)C(=O)OC